COCCN1CCN(CC1)C1=NC=2N(C(=N1)C1=CN(C3=CC=CC=C13)C)N=CC2 2-(4-(2-methoxyethyl)piperazinyl)-4-(1-methylindol-3-yl)pyrazolo[1,5-a][1,3,5]triazine